CS(=O)(=O)C=1C=C(C=CC1)NC(=O)C=1C(=NC=C(C1)C(F)(F)F)OC1=CC=C(C=C1)OC(F)(F)F N-(3-methylsulfonyl-phenyl)-2-[4-(trifluoromethoxy)phenoxy]-5-(trifluoromethyl)pyridine-3-carboxamide